O1C(CCCC1)OC1=NOC(=C1)CC(=O)OC Methyl 2-(3-((tetrahydro-2H-pyran-2-yl)oxy)isoxazol-5-yl)acetate